ClC1=NN2C(C3=CC=CC=C13)=NN=C2C2=NOC(=C2)COC (6-chloro-[1,2,4]triazolo[3,4-a]phthalazin-3-yl)-5-(methoxymethyl)isoxazole